N-[3-(7-{[(3S,4R)-3-fluoro-1-methylpiperidin-4-yl]amino}-3-(2,2,2-trifluoroethyl)pyrazolo[1,5-a]pyridin-2-yl)prop-2-yn-1-yl]-3,4-dihydro-1H-pyrrolo[2,1-c][1,4]oxazine-8-carboxamide F[C@H]1CN(CC[C@H]1NC1=CC=CC=2N1N=C(C2CC(F)(F)F)C#CCNC(=O)C=2C=CN1C2COCC1)C